3-cyclopropyl-1,2-benzoxazole-5-carboxylic acid methyl ester COC(=O)C=1C=CC2=C(C(=NO2)C2CC2)C1